C(C(C)(C)C)(=O)OC(CCCCCCCCCCC)CCCCCCCCC nonyldodecyl neopentanoate